2-fluoro-5-(2-isopropyl-8-morpholino-[1,2,4]triazolo[1,5-a]pyridin-6-yl)-4-methylbenzoic acid FC1=C(C(=O)O)C=C(C(=C1)C)C=1C=C(C=2N(C1)N=C(N2)C(C)C)N2CCOCC2